CC1=C(C2=C(C=3C=NNC3C=C2)CCC1)C1=CC=C(C=C1)N1CCC(CC1)CN1CCN(CC1)C=1C=C2CN(C(C2=CC1)=O)[C@@H]1C(NC(CC1)=O)=O (S)-3-(5-(4-((1-(4-(7-methyl-3,8,9,10-tetrahydrocyclohepta[e]indazol-6-yl)phenyl)piperidin-4-yl)methyl)piperazin-1-yl)-1-oxoisoindolin-2-yl)piperidine-2,6-dione